C1=CC=C(C=2SC3=C(C21)C=CC=C3)C=3C=C(C=CC3)B(O)O 3-(dibenzothiophen-4-yl)phenylboronic acid